2-fluoro-N-(8-methyl-1-isoquinolyl)-N-[(3R)-3-piperidyl]-4-[[5-(trifluoromethyl)-1,3,4-thiadiazol-2-yl]amino]benzamide FC1=C(C(=O)N([C@H]2CNCCC2)C2=NC=CC3=CC=CC(=C23)C)C=CC(=C1)NC=1SC(=NN1)C(F)(F)F